1-(3-(benzo[d]oxazol-6-yl)-6-(4,4,4-trifluorobutyl)pyrazin-2-yl)piperidine-4-carboxylic acid O1C=NC2=C1C=C(C=C2)C=2C(=NC(=CN2)CCCC(F)(F)F)N2CCC(CC2)C(=O)O